FC1=C(CCC2=CC(=CC(=N2)N)C)C=C(C=C1F)CCN1CCN(CC1)C 6-(2,3-Difluoro-5-(2-(4-methylpiperazin-1-yl)ethyl)phenethyl)-4-methylpyridin-2-amine